tert-Butyl-(S,E)-2-((3-(7-(dimethylamino)-7-oxo-2-((pyrrolidin-1-carbonyl)oxy)hept-5-enamido)-2-oxopyridin-1(2H)-yl)methyl)-7-isobutyl-1H-indol-1-carboxylat C(C)(C)(C)OC(=O)N1C(=CC2=CC=CC(=C12)CC(C)C)CN1C(C(=CC=C1)NC([C@H](CC\C=C\C(=O)N(C)C)OC(=O)N1CCCC1)=O)=O